2-((5-((S)-2-((S)-2-(2-azidoacetamido) propanamido)propanamido)-2-((((4-nitrophenoxy)carbonyl)oxy)methyl)benzyl)(methyl) amino)ethyl (2-(trimethylammonio)ethyl) phosphate P(=O)(OCCN(C)CC1=C(C=CC(=C1)NC([C@H](C)NC([C@H](C)NC(CN=[N+]=[N-])=O)=O)=O)COC(=O)OC1=CC=C(C=C1)[N+](=O)[O-])(OCC[N+](C)(C)C)[O-]